N[C@H](C)C1=CC(=CS1)C(N)=N (R)-5-(1-aminoethyl)thiophene-3-carboximidamide